NC1=CC=C(OC2=C(C=C(C(=C2)C(=O)NCCC2=CC(=C(C(=C2)O)O)O)OC2=CC=C(C=C2)N)C(=O)NCCC2=CC(=C(C(=C2)O)O)O)C=C1 2,5-bis(4-aminophenoxy)-N1,N4-bis(3,4,5-trihydroxyphenyl-ethyl)-1,4-benzenedicarboxamide